(4S,7S,9aS)-4-((S)-2-((tert-Butoxycarbonyl)(methyl)amino)propanamido)-5-oxooctahydropyrrolo[2,1-b][1,3]oxazepine-7-carboxylic acid C(C)(C)(C)OC(=O)N([C@H](C(=O)N[C@@H]1C(N2[C@@H](OCC1)CC[C@H]2C(=O)O)=O)C)C